2-thienyl-boric acid S1C(=CC=C1)OB(O)O